[(3S)-pyrrolidin-3-yl] 2-[6-[5-(6-methyl-2-pyridyl)-1H-imidazol-4-yl]-3-quinolyl]pyridine-4-carboxylate CC1=CC=CC(=N1)C1=C(N=CN1)C=1C=C2C=C(C=NC2=CC1)C1=NC=CC(=C1)C(=O)O[C@@H]1CNCC1